S1C2=C(C=C1)C=CC=C2C2(CC2)NC(C2=C(C=CC(=C2)OCCN(C)C)C)=O N-(1-(Benzo[b]thiophen-7-yl)cyclopropyl)-5-(2-(dimethylamino)ethoxy)-2-methylbenzamide